2-(3-methoxypyridin-4-yl)-1-[(4-methylphenyl)sulfonyl]-1H-pyrrolo[3,2-b]pyridine COC=1C=NC=CC1C1=CC2=NC=CC=C2N1S(=O)(=O)C1=CC=C(C=C1)C